CS(=O)(=O)C=1N=CC2=C(N1)N(C(C(=C2C#C[Si](C(C)C)(C(C)C)C(C)C)C=2SC=CC2)=O)C 2-methanesulfonyl-8-methyl-6-(thiophen-2-yl)-5-[2-(triisopropylsilyl)ethynyl]pyrido[2,3-d]pyrimidin-7-one